C1(CC1)C1=C(C=2C=NC(=C(C2N1)C1=NC2=C(N1)C=C(C(=C2)CN(C)C)C2CCOCC2)OC)C#N 2-cyclopropyl-7-(5-((dimethylamino)methyl)-6-(tetrahydro-2H-pyran-4-yl)-1H-benzo[d]imidazol-2-yl)-6-methoxy-1H-pyrrolo[3,2-c]pyridine-3-carbonitrile